CC1([C@H](C1)C(=O)N1CC2(C1)CN(CC2COCC2=NC(=CC=C2)C2CCOCC2)C=2C1=C(N=CN2)N=CS1)C ((S)-2,2-dimethylcyclopropyl)(8-(((6-(tetrahydro-2H-pyran-4-yl)pyridin-2-yl)methoxy)methyl)-6-(thiazolo[4,5-d]pyrimidin-7-yl)-2,6-diazaspiro[3.4]octan-2-yl)methanone